C(C)(C)(C)OC(=O)NC1=CC2=C(NC(=N2)C(=O)O)C=C1 5-[(tert-butoxycarbonyl)amino]-1H-1,3-benzodiazole-2-carboxylic acid